C1[C@@H]2[C@H]([C@H]([C@@H](O2)N3C4=C(C(=O)NC(=N4)N)N=C3SC5=CC=C(C=C5)Cl)O)OP(=O)(O1)[O-].[Na+] The molecule is an organic sodium salt that is the monosodium salt of 8-(4-chlorophenylthio)-cGMP. It has a role as a protein kinase agonist. It contains an 8-(4-chlorophenylthio)-cGMP(1-).